COC(C(C)(C)C)=O 2,2-dimethylpropanoic acid (S)-methyl ester